FC1=C(C#N)C(=CC=C1OC)B1OC(C(O1)(C)C)(C)C 2-fluoro-3-methoxy-6-(4,4,5,5-tetramethyl-1,3,2-dioxaborolan-2-yl)benzonitrile